3,4-diphenyl-sulfonyl-furan C1(=CC=CC=C1)S(=O)(=O)C1=COC=C1S(=O)(=O)C1=CC=CC=C1